O=C1OC2=CC(=CC=C2C=C1C(=O)NC1=CC=C(C=C1)C(=C(C1=CC=CC=C1)C1=CC=CC=C1)C1=CC=CC=C1)O[C@H]1[C@H](O)[C@@H](O)[C@@H](O)[C@H](O1)CO 2-oxo-7-((beta-D-galactopyranosyl)oxy)-N-(4-(1,2,2-triphenylvinyl)phenyl)-2H-chromene-3-carboxamide